ClC1=C(C=CC=C1)NC(C(=O)N[C@H](C(N[C@@H](C[C@H]1C(NCC1)=O)C(COC1=C(C(=CC(=C1F)F)F)F)=O)=O)CC(C)C)=O N1-(2-chlorophenyl)-N2-((S)-4-methyl-1-oxo-1-(((S)-3-oxo-1-((S)-2-oxopyrrolidin-3-yl)-4-(2,3,5,6-tetrafluorophenoxy)butan-2-yl)amino)pentan-2-yl)oxalamide